FC1=C(C=C(C=C1)F)[C@]1([C@@H]2CCN(C[C@H]12)C=1N=C2C(=NC1)N=C(C=C2)C2=C(C(=NC=C2)C)F)CN ((1S,6R,7R)-7-(2,5-difluorophenyl)-3-(6-(3-fluoro-2-methylpyridin-4-yl)pyrido[2,3-b]pyrazin-2-yl)-3-azabicyclo[4.1.0]heptan-7-yl)methanamine